2-(7-(4-((tert-butyldimethylsilyl)oxy)butyl)-2,7-diazaspiro[4.4]nonan-2-yl)propane-1,3-diyl bis(2-heptylnonanoate) C(CCCCCC)C(C(=O)OCC(COC(C(CCCCCCC)CCCCCCC)=O)N1CC2(CC1)CN(CC2)CCCCO[Si](C)(C)C(C)(C)C)CCCCCCC